trimethyl-N-(2-phenylethyl)silylamine C[Si](NCCC1=CC=CC=C1)(C)C